2-Butyne-1,4-diol C(C#CCO)O